CC=1C(=C(C=NNC(C(C)OC2=CC(=CC=C2)F)=O)C=CC1)O N'-(3-methyl-2-hydroxybenzylidene)-2-(3-fluorophenoxy)propionyl-hydrazine